5-methyloxazolidin-4-one CC1C(NCO1)=O